6-cyclopropyl-2-[3-(ethanesulfonyl)-5-ethenylpyridin-2-yl]-7-(trifluoromethyl)imidazo[1,2-c]pyrimidin-5-one C1(CC1)N1C(N2C(C=C1C(F)(F)F)=NC(=C2)C2=NC=C(C=C2S(=O)(=O)CC)C=C)=O